2,5-dioxopyrrolidin-1-yl (1r,2r)-2-methyl-2-phenylcyclopropane-1-carboxylate C[C@@]1([C@@H](C1)C(=O)ON1C(CCC1=O)=O)C1=CC=CC=C1